ClC1=C(C=C(C=C1)NC(=O)N1[C@H](CCC1)C(=O)NC1=CC=C(C=C1)C1=CC=C(C=C1)C(=O)O)C(F)(F)F 4'-[(1-{[4-chloro-3-(trifluoromethyl)phenyl]carbamoyl}-D-prolyl)amino][1,1'-biphenyl]-4-carboxylic acid